C(C1=CC=C(C=C1)C=1C(=O)NC(C1)=O)C1=CC=C(C=C1)C=1C(=O)NC(C1)=O (methylenebis-1,4-phenylene)bismaleimide